3,4-diphenyl-1,14-dioxadispiro[4.1.57.25]tetradec-3-en-2-one C1(=CC=CC=C1)C=1C(OC2(C1C1=CC=CC=C1)CC1(CCCCC1)CO2)=O